C1(CC1)C1=NC=C(C(=N1)C1CCN(CC1)CC(=O)N1CCOCC1)C1=CC(=NO1)C 2-(4-(2-Cyclopropyl-5-(3-methylisoxazol-5-yl)pyrimidin-4-yl)piperidin-1-yl)-1-morpholinoethanone